4-[4-[(E)-3-Phenylprop-2-enoyl]phenyl]butanoic acid C1(=CC=CC=C1)/C=C/C(=O)C1=CC=C(C=C1)CCCC(=O)O